((S)-1-(((2R,3S,4R,5R)-5-(5-chloro-7-(cyclopentylamino)-3H-[1,2,3]triazolo[4,5-b]pyridin-3-yl)-3,4-dihydroxytetrahydro-furan-2-yl)methoxy)-2-meth-oxyethyl)phosphonic acid ClC1=CC(=C2C(=N1)N(N=N2)[C@H]2[C@@H]([C@@H]([C@H](O2)CO[C@H](COC)P(O)(O)=O)O)O)NC2CCCC2